C(=O)O.ClC1=C(C(=CC=C1)Cl)N1CC(C1)C1=CC(=C(CN2CCC(CC2)C(=O)O)C(=C1)C)F 1-(4-(1-(2,6-dichlorophenyl)azetidin-3-yl)-2-fluoro-6-methylbenzyl)piperidine-4-carboxylic acid, formate salt